ethyl 2-((1,2,3,5,6,7-hexahydro-s-indacen-4-yl)amino)-5-(pyrimidin-2-yl)-4,5-dihydrooxazole-5-carboxylate C1CCC2=C(C=3CCCC3C=C12)NC=1OC(CN1)(C(=O)OCC)C1=NC=CC=N1